tetradecadecene C=C=C=C=C=C=C=C=C=C=CCCC